Diazabicyclo[2.2.2]octane bis(tetrafluoroborate) salt F[B-](F)(F)F.F[B-](F)(F)F.N12NCC(CC1)CC2